Racemic-3-(4-(1,4-dioxaspiro[4.5]decan-8-yl)indolin-1-yl)piperidine-2,6-dione O1CCOC12CCC(CC2)C2=C1CCN(C1=CC=C2)[C@H]2C(NC(CC2)=O)=O |r|